[3-(cyclopropylmethyl)cyclobutyl]methanesulfonic acid C1(CC1)CC1CC(C1)CS(=O)(=O)O